C(C1=CC=CC=C1)OC=1C=C2CCNC(C2=CC1OC)\C=C\C1=C(C=C(C(=C1)OCC1=CC=CC=C1)OC)C 6-(benzyloxy)-1-{(E)-2-[5-(benzyloxy)-4-methoxy-2-methylphenyl]ethenyl}-7-methoxy-1,2,3,4-tetrahydroisoquinoline